(19R)-3-ethyl-16-fluoro-11,19-dimethyl-20-oxa-3,4,9,11,23-pentaazapentacyclo[19.3.1.02,6.08,12.013,18]pentacosa-1(24),2(6),4,8(12),9,13,15,17,21(25),22-decaen-22-amine C(C)N1C=2C3=CN=C(C(O[C@@H](C4=CC(=CC=C4C=4N(C=NC4CC2C=N1)C)F)C)=C3)N